C1(CC1)N1C(N(C=2C(C1=O)=C(N(C(C2C)=O)C)NC2=C(C=C(C=C2)I)F)C=2C=C(C=CC2)CC(=O)N)=O [3-[3-cyclopropyl-5-(2-fluoro-4-iodoanilino)-6,8-dimethyl-2,4,7-trioxopyrido[4,3-d]pyrimidin-1-yl]phenyl]acetamide